ETHYLTEREPHTHALIC ACID C(C)C1=C(C(=O)O)C=CC(=C1)C(=O)O